5-phenylproline C1(=CC=CC=C1)C1CC[C@H](N1)C(=O)O